glycerol mono-caprylate C(CCCCCCC)(=O)OCC(O)CO